FC1=C(C(=C(C=C1[Si](C)(C)C)[Si](C)(C)C)F)B(C1=C(C(=CC(=C1F)[Si](C)(C)C)[Si](C)(C)C)F)C1=C(C(=CC(=C1F)[Si](C)(C)C)[Si](C)(C)C)F tris(2,6-difluoro-3,5-bis(trimethylsilyl)phenyl)borane